3-methyl-N-(3-methyl-1,1-dioxo-thietan-3-yl)-6-[3-(2,2,2-trifluoroethoxy)-5-(trifluoromethyl)pyrazin-2-yl]oxy-imidazo[1,2-a]pyridine-2-carboxamide CC1=C(N=C2N1C=C(C=C2)OC2=NC=C(N=C2OCC(F)(F)F)C(F)(F)F)C(=O)NC2(CS(C2)(=O)=O)C